(N-carbazolyl)phenylboronic acid C1=CC=CC=2C3=CC=CC=C3N(C12)C1=C(C=CC=C1)B(O)O